[3-(4-methoxyanilino)-1-(2,2,2-trifluoroethyl)pyrazolo[4,3-c]pyridin-6-yl]-(1,4-oxazepan-4-yl)methanone COC1=CC=C(NC2=NN(C3=C2C=NC(=C3)C(=O)N3CCOCCC3)CC(F)(F)F)C=C1